4-(2-(4-((2-hydroxyethyl)(methyl)amino)benzylidene)hydrazinyl)benzoic acid OCCN(C1=CC=C(C=NNC2=CC=C(C(=O)O)C=C2)C=C1)C